tert-butyl (S,E)-2-((3-(2-(((benzyloxy)carbonyl)amino)-7-(dimethylamino)-7-oxohept-5-enamido)-2-oxopyridin-1(2H)-yl)methyl)-4-isobutyl-1H-benzo[d]imidazole-1-carboxylate C(C1=CC=CC=C1)OC(=O)N[C@H](C(=O)NC=1C(N(C=CC1)CC1=NC2=C(N1C(=O)OC(C)(C)C)C=CC=C2CC(C)C)=O)CC\C=C\C(=O)N(C)C